OC=1C=C(C=C(C1)O)CC(=O)OCC(CCCCCCCCCCCCCCC)C 2-methylheptadecyl 3,5-dihydroxyphenylacetate